C(C)(C)(C)OC(=O)N1[C@H]([C@@H](OCC1)C)C(=O)O (2s,3r)-4-(tert-butoxycarbonyl)-2-methylmorpholine-3-carboxylic acid